CC1=C(NC2=CC=CC(=C12)C)C1=CC=CC=C1C(=O)O 3,4-dimethylindolebenzoic acid